Ethyl 2-chloro-5-[5-[(1,3-dihydro-1,3-dioxo-2H-inden-2-ylidene)methyl]-2-furanyl]benzoate ClC1=C(C(=O)OCC)C=C(C=C1)C=1OC(=CC1)C=C1C(C2=CC=CC=C2C1=O)=O